CC(C(C)(C)N=C=O)CCCCC(C(CCCCN=C=O)C)(C)C trimethylhexamethylene(trimethylhexamethylene) diisocyanate